4-methyl-7-azabicyclo[2.2.1]heptane-7-carboxylate CC12CCC(CC1)N2C(=O)[O-]